FC=1C=C(C=NC1)C1=NN(C=C1)C1=NC=2N(C=C1)N=C(C2)C2=CC=NC=C2 5-(3-(5-fluoropyridin-3-yl)-1H-pyrazol-1-yl)-2-(pyridin-4-yl)pyrazolo[1,5-a]pyrimidin